Cl.N[C@H](C(=O)NC1=CC=C(C=C1)C1=CN(C(C=C1)=O)C)C(C1=CC=CC=C1)C1=CC=CC=C1 (S)-2-amino-N-(4-(1-methyl-6-oxo-1,6-dihydropyridin-3-yl)phenyl)-3,3-diphenylpropanamide hydrochloride